IC1=CC=NC(=C1C(=O)NC=1C=CC2=C(OCC3N2CCN(C3)C)C1)OC 4-iodo-2-methoxy-N-(3-methyl-1,2,3,4,4a,5-hexahydrobenzo[b]pyrazino[1,2-d][1,4]oxazin-8-yl)nicotinamide